(2Z)-2-fluoro-3-(3-fluoro-1H-indazol-6-yl)-N-(5-fluoro-2,4-dimethylpyridin-3-yl)prop-2-enamide F\C(\C(=O)NC=1C(=NC=C(C1C)F)C)=C/C1=CC=C2C(=NNC2=C1)F